7-bromo-1-methyl-3-((2-(trimethylsilyl)ethoxy)methyl)-1,3-dihydro-2H-imidazo[4,5-c]pyridin-2-one BrC=1C2=C(C=NC1)N(C(N2C)=O)COCC[Si](C)(C)C